2-(1-(6-(trimethylstannyl)pyridin-2-yl)pyrrolidin-3-yl)propan-2-ol C[Sn](C1=CC=CC(=N1)N1CC(CC1)C(C)(C)O)(C)C